2-tributylstannylthienothiophene C(CCC)[Sn](C1=CC2=C(C=CS2)S1)(CCCC)CCCC